CN(C=1SC2=C(N1)COC=1C=C(C=CC12)C1=CC=NC=C1)C1CC(NC(C1)(C)C)(C)C N-Methyl-7-(pyridin-4-yl)-N-(2,2,6,6-tetramethylpiperidin-4-yl)-4H-chromeno[3,4-d]thiazol-2-amine